C(C)C(C(=O)O)(CCCCCCCCCCCCCC)CCCCCC.C(CCCCCCCCCCCCCCC)(=O)O Palmitate (ethyl Hexyl Palmitate)